2-methyl-6-n-propyl-1,4-phenylene ether CC1=C2C(=CC(=C1)O2)CCC